COC(=O)C1=CC(=NN1C)C1=NC=C(C=C1C#N)NC(=O)C=1C=NN(C1C(F)(F)F)C1=C2C=CC=NC2=CC=C1 3-(3-cyano-5-(1-(quinolin-5-yl)-5-(trifluoromethyl)-1H-pyrazole-4-carboxamido)pyridin-2-yl)-1-methyl-1H-pyrazole-5-carboxylic acid methyl ester